N-(4-(2H-tetrazol-5-yl)phenyl)-2-(4-(2-acetyl-5-chlorophenyl)-5-methoxy-2-oxopyridin-1(2H)-yl)-3-cyclobutylpropionamide N=1NN=NC1C1=CC=C(C=C1)NC(C(CC1CCC1)N1C(C=C(C(=C1)OC)C1=C(C=CC(=C1)Cl)C(C)=O)=O)=O